3-((S)-3-((S)-8-(6-ethoxy-1-methyl-2,3-dihydro-1H-pyrido[2,3-b][1,4]oxazin-7-ylsulfonyl)-1-oxa-8-azaspiro[4.5]decan-3-ylamino)-2-hydroxypropoxy)-N-methylbenzenesulfonamide C(C)OC=1C(=CC2=C(OCCN2C)N1)S(=O)(=O)N1CCC2(C[C@@H](CO2)NC[C@@H](COC=2C=C(C=CC2)S(=O)(=O)NC)O)CC1